N-((1S,2R)-1-(2-chloro-3-cyanophenyl)-1-hydroxypentan-2-yl)-7-fluoro-2-oxoindoline-4-carboxamide ClC1=C(C=CC=C1C#N)[C@@H]([C@@H](CCC)NC(=O)C=1C=2CC(NC2C(=CC1)F)=O)O